tert-butyl 4-[7-[[1-(2-hydroxyethyl)pyrazol-4-yl]amino]-1-methyl-2-oxo-4H-pyrimido[4,5-d]pyrimidin-3-yl]-2,3,4,4a,5,6,7,7a-octahydrocyclopenta[b]pyridine-1-carboxylate OCCN1N=CC(=C1)NC1=NC=C2C(=N1)N(C(N(C2)C2C1C(N(CC2)C(=O)OC(C)(C)C)CCC1)=O)C